C(C)N(C1=NC(=CC(=N1)N1CCN(CC1)CC([C@]1(CC[C@H]2[C@@H]3CCC4=CC(C=C[C@]4(C)C3=CC[C@]12C)=O)O)=O)N(CC)CC)CC 21-[4-[2,6-bis(diethylamino)-4-pyrimidinyl]-1-piperazinyl]-17alpha-hydroxypregna-1,4,9(11)-trien-3,20-dione